SC1=NN=NN1C(C)(C)C 5-mercapto-1-(tert-butyl)tetrazole